ClC=1C(=C(C=CC1)NC1=C2C(=NC(=C1)NC1=CC=CC(=N1)C#N)NN(C2=O)C)OC 6-((4-((3-chloro-2-methoxyphenyl)amino)-2-methyl-3-oxo-2,3-dihydro-1H-pyrazolo[3,4-b]pyridin-6-yl)amino)pyridinecarbonitrile